C(C)OC=1C=C(C=CC1)N1N=NC=C1 1-(3-ethoxyphenyl)-1H-1,2,3-triazol